l-4-hydroxybenzoate OC1=CC=C(C(=O)[O-])C=C1